4-(1-bromodibenzo[b,d]furan-4-yl)-2,5,6-triphenylpyrimidine BrC1=CC=C(C=2OC3=C(C21)C=CC=C3)C3=NC(=NC(=C3C3=CC=CC=C3)C3=CC=CC=C3)C3=CC=CC=C3